C([C@@H](O)[C@@H](O)[C@H](O)[C@H](O)[C@H](O)CO)O D-glycero-D-manno-Heptitol